1,1'-((2-phenylimidazo[1,2-a]pyridine-6,8-diyl)bis(4,1-phenylene))bis(ethan-1-one) C1(=CC=CC=C1)C=1N=C2N(C=C(C=C2C2=CC=C(C=C2)C(C)=O)C2=CC=C(C=C2)C(C)=O)C1